C(C)(=O)C1=NN(C2=CC=C(C=C12)C=1C=NC=2N(C1)N=C(C2)C)CC(=O)N2[C@@H]1C[C@@H]1C[C@H]2C(=O)NC2=NC(=CN=C2)Br (1R,3S,5R)-2-(2-(3-acetyl-5-(2-methylpyrazolo[1,5-a]pyrimidin-6-yl)-1H-indazol-1-yl)acetyl)-N-(6-bromopyrazin-2-yl)-2-azabicyclo[3.1.0]hexane-3-carboxamide